Cl.CC1CNCCC1O 3-methylpiperidin-4-ol hydrochloride salt